ClC1=NC(=NC(=N1)C1=CC=C(C=C1)C)C1=CC=C(C=C1)C 2-chloro-4,6-bis(4'-methylphenyl)-1,3,5-triazine